(-)-8-((1R,2R)-2-hydroxy-2-methylcyclopentyl)-2-((1-(methylsulfonyl)piperidin-4-yl)amino)pyrido[2,3-d]pyrimidin-7(8H)-one O[C@]1([C@@H](CCC1)N1C(C=CC2=C1N=C(N=C2)NC2CCN(CC2)S(=O)(=O)C)=O)C